(S)-2-(((benzyloxy)carbonyl)amino)-4-((2-(2,2-difluoroethoxy)ethyl)(4-(5,6,7,8-tetrahydro-1,8-naphthyridin-2-yl)butyl)amino)butanoic acid hydrochloride Cl.C(C1=CC=CC=C1)OC(=O)N[C@H](C(=O)O)CCN(CCCCC1=NC=2NCCCC2C=C1)CCOCC(F)F